C(C)[C@@H]1CN(CC[C@@H]1OC1=CC(=CC=C1)C(C)C)C1=CC(N(C=2C=CC(=NC12)C#N)C)=O 8-((3R,4S)-3-ethyl-4-(3-isopropylphenoxy)piperidin-1-yl)-5-methyl-6-oxo-5,6-dihydro-1,5-naphthyridine-2-carbonitrile